NC1=C2N=CN(C2=NC(=N1)F)[C@H]1C[C@@H]([C@@](O1)(C#C)CO[P@](=O)(OC1=CC=CC=C1)N[C@H](C(=O)OCCCCCCCCCCCCCCC)CC1=CC(=CC(=C1)F)F)O Pentadecyl (S)-2-(((S)-(((2R,3S,5R)-5-(6-amino-2-fluoro-9H-purin-9-yl)-2-ethynyl-3-hydroxytetrahydrofuran-2-yl) methoxy)(phenoxy)phosphoryl)amino)-3-(3,5-difluorophenyl)propanoate